N-octadecyl-2-(3-methoxy-4-benzyloxyphenyl)-3,5,7-tribenzyloxy-quinolin-4-one C(CCCCCCCCCCCCCCCCC)N1C(=C(C(C2=C(C=C(C=C12)OCC1=CC=CC=C1)OCC1=CC=CC=C1)=O)OCC1=CC=CC=C1)C1=CC(=C(C=C1)OCC1=CC=CC=C1)OC